(Z)-3-((3-ethyl-3-methyl-7-(methylthio)-1,1-dioxido-5-phenyl-2,3,4,5-tetrahydro-1,5-benzothiazepin-8-yl)oxy)-2-fluoroacrylic acid C(C)C1(CS(C2=C(N(C1)C1=CC=CC=C1)C=C(C(=C2)O\C=C(\C(=O)O)/F)SC)(=O)=O)C